FC1=CC(=C(C=C1)C(C=O)NC1=CC(=CC(=C1)OC)OCCO)OC 2-(4-fluoro-2-methoxyphenyl)-2-((3-(2-hydroxyethoxy)-5-methoxyphenyl)amino)ethanone